C1(C#CCCCCC1)OCC(=O)O 2-(cyclooct-2-yn-1-yloxy)acetic acid